P(=O)(OOCC(C)C)(OOCCCCCCCCCCCCCCCC)[O-] isobutoxy cetyloxy phosphate